[Na].FC=1C(=C(C=CC1[N+](=O)[O-])C(C)=O)OC 1-(3-Fluoro-2-methoxy-4-nitrophenyl)ethan-1-one sodium